2,3-dihydro-5-methoxy-2-[(4-bromophenyl)methylene]-1H-indenone COC=1C=C2CC(C(C2=CC1)=O)=CC1=CC=C(C=C1)Br